C(OC(C)(C)C)(OC1=C(C(=C(C=C1OC)C#N)NCCCCCC)C#N)=O tert-Butyl 2,4-dicyano-3-(hexylamino)-6-methoxyphenyl carbonate